(E)-3-(3-(4-(3-(aminomethyl)phenyl)piperidin-1-yl)-3-oxoprop-1-enyl)phenylboronic acid NCC=1C=C(C=CC1)C1CCN(CC1)C(/C=C/C=1C=C(C=CC1)B(O)O)=O